FC(C=1C(=CNC(C1)=O)C(=O)NC1=C(C=C(C(=C1)C=1CCNCC1)F)N1C[C@@H](N([C@@H](C1)C)C)C)F 4-(difluoromethyl)-N-(4-fluoro-5-(1,2,3,6-tetrahydropyridin-4-yl)-2-((3S,5R)-3,4,5-trimethylpiperazin-1-yl)phenyl)-6-oxo-1,6-dihydropyridine-3-carboylAmine